(2S)-4-benzyl-2-[(benzyloxy)methyl]-6,6-dimethyl-1,4-oxazepane C(C1=CC=CC=C1)N1C[C@H](OCC(C1)(C)C)COCC1=CC=CC=C1